N-((4-Methoxyphenyl)(morpholino)((2,4,4-trimethylpentan-2-yl)imino)-λ6-sulfaneylidene)-4-nitrobenzenesulfonamide COC1=CC=C(C=C1)S(=NS(=O)(=O)C1=CC=C(C=C1)[N+](=O)[O-])(=NC(C)(CC(C)(C)C)C)N1CCOCC1